5-(Trifluoromethyl)pyridine-sulfonamide FC(C=1C=CC(=NC1)S(=O)(=O)N)(F)F